S1C(=CC=C1)C1(CCC1)O 1-(thien-2-yl)cyclobutan-1-ol